BrC1=C(C(=CC=C1)OC1CCC(CC1)OCC(=C)C)C 1-bromo-2-methyl-3-(((1r,4r)-4-((2-methylallyl)oxy)cyclohexyl)oxy)benzene